[Cl-].[Cl-].C[Cr+2] methyl-chromium dichloride